[Li].NC1=C(C=C(C=C1)N)S(=O)(=O)O 2,5-diaminobenzenesulfonic acid lithium